2'-chloro-5'-methoxy-N-(5-(5-methoxypyridazine-3-carbonyl)-5,6-dihydro-4H-pyrrolo[3,4-d]thiazol-2-yl)-6-methyl-[4,4'-bipyridine]-3-carboxamide ClC1=NC=C(C(=C1)C1=C(C=NC(=C1)C)C(=O)NC=1SC2=C(N1)CN(C2)C(=O)C=2N=NC=C(C2)OC)OC